C1=CC=CC2=C(C3=CC=CC=C3C(=C12)CCC(=O)O)CCC(=O)O 9,10-Anthracenedipropionic acid